(1R,7Z,20S,22R)-15-bromo-10-oxa-3,16,18,21,25-pentaazapentacyclo[18.3.1.13,6.01,22.012,17]pentacosa-4,6(25),7,12,14,16-hexaen-19-one trifluoroacetic acid salt FC(C(=O)O)(F)F.BrC1=CC=C2COC\C=C/C=3C=CN(C[C@@]45[C@H](N[C@H](C(NC2=N1)=O)C5)C4)N3